C(C)(C)(C)OC(=O)N[C@]1(CN(CCC1)CC1=CC(=NC=C1)C(=O)O)C 4-{[(3R)-3-{[(tert-butoxy)carbonyl]amino}-3-methylpiperidin-1-yl]methyl}pyridine-2-carboxylic acid